[NH4+].IC(C(=O)[O-])C1=CC=CC=C1 2-iodo-2-phenylacetic acid ammonium salt